diethyl 1,2-benzenedisulfonate C=1(C(=CC=CC1)S(=O)(=O)OCC)S(=O)(=O)OCC